C(C1=CC=CC=C1)N1N=C(N=C1)C(=O)NC1C(N(C=2N(CC1)C=C(N2)C)C)=O 1-Benzyl-N-(2,9-dimethyl-8-oxo-6,7-dihydro-5H-imidazo[1,2-a][1,3]diazepin-7-yl)-1,2,4-triazol-3-carboxamid